rac-4-methyl-4-{5-[(1R,2S)-2-methylcyclopropyl]-1,2,4-oxadiazol-3-yl}piperidine hydrochloride Cl.CC1(CCNCC1)C1=NOC(=N1)[C@H]1[C@H](C1)C |r|